2-ethyl-N-(2-azaspiro[3.3]heptan-6-yl)-4-((3-(3-(trifluoromethyl)-1H-pyrazol-4-yl)imidazo[1,2-a]pyrazin-8-yl)amino)benzamide formate C(=O)O.C(C)C1=C(C(=O)NC2CC3(CNC3)C2)C=CC(=C1)NC=1C=2N(C=CN1)C(=CN2)C=2C(=NNC2)C(F)(F)F